BrC1(NC=C(C=C1)F)C=O 2-bromo-5-fluoropyridine-formaldehyde